C12C(C3CC(CC(C1)C3)C2)N 2-adamantan-amine